5-chloro-3-methylpyridine ClC=1C=C(C=NC1)C